(S)-10-((S)-3-((5-aminopyrimidin-2-yl)amino)pyrrolidin-1-yl)-9-fluoro-3-methyl-7-oxo-2,3-dihydro-7H-[1,4]oxazino[2,3,4-ij]quinoline-6-carboxylic acid NC=1C=NC(=NC1)N[C@@H]1CN(CC1)C1=C(C=C2C(C(=CN3C2=C1OC[C@@H]3C)C(=O)O)=O)F